4-bromo-3-(dimethylamino)benzoyl-hydrazine BrC1=C(C=C(C(=O)NN)C=C1)N(C)C